[Si](C)(C)(C(C)(C)C)O[C@H]1[C@@H](O[C@H]([C@@H](C1)O[Si](C)(C)C(C)(C)C)C)O[C@@H](CC/C=C/C(=O)OCC=1C=NC=CC1)C pyridin-3-ylmethyl (2E,6R)-6-{[(2R,3R,5R,6S)-3,5-bis[(tert-butyldimethylsilyl)oxy]-6-methyloxan-2-yl]oxy}hept-2-enoate